Lithium 5-(8-(5-isopropyl-1-methyl-2-oxo-1,2,3,4-tetrahydroquinolin-7-yl)isoquinolin-3-yl)picolinate C(C)(C)C1=C2CCC(N(C2=CC(=C1)C=1C=CC=C2C=C(N=CC12)C=1C=CC(=NC1)C(=O)[O-])C)=O.[Li+]